1-(tert-butyl) 4-ethyl 5-(2-((tert-butoxycarbonyl)amino)ethoxy)-1H-pyrazole-1,4-dicarboxylate C(C)(C)(C)OC(=O)NCCOC1=C(C=NN1C(=O)OC(C)(C)C)C(=O)OCC